N1=CC=C(C=C1)CCNC(O[C@H]1[C@H](NC[C@@H]1O)CC1=CC=C(C=C1)C=1N=NN(C1)C1=CC=C(C=C1)Cl)=O (2R,3S,4S)-2-({4-[1-(4-chlorophenyl)-1,2,3-triazol-4-yl]phenyl}methyl)-4-hydroxypyrrolidin-3-yl N-[2-(pyridin-4-yl)ethyl]carbamate